ETHYL 3-((2R,4S)-2-(((S)-1-((4-(N-((BENZYLOXY)CARBONYL)CARBAMIMIDOYL)BENZYL)AMINO)-1-OXOPROPAN-2-YL)CARBAMOYL)-4-PHENYLPIPERIDIN-1-YL)PROPANOATE C(C1=CC=CC=C1)OC(=O)NC(=N)C1=CC=C(CNC([C@H](C)NC(=O)[C@@H]2N(CC[C@@H](C2)C2=CC=CC=C2)CCC(=O)OCC)=O)C=C1